(5S)-2-[2-(1,3-dimethyl-4-piperidyl)-1,3-benzothiazol-5-yl]-5-methyl-piperidine CN1CC(C(CC1)C=1SC2=C(N1)C=C(C=C2)C2NC[C@H](CC2)C)C